3-{4-[(4-chlorophenyl)(hydroxy)methyl]phenyl}-5-(trifluoro-methyl)-4,5-dihydro-1,2-oxazol-5-ol ClC1=CC=C(C=C1)C(C1=CC=C(C=C1)C1=NOC(C1)(O)C(F)(F)F)O